C1(CCC1)OC1=C(C(=O)O)C(=CC(=C1)C1=NC=NC(=C1)NCCC=1C2=C(SC1C)C(=CC=C2F)C)F 2-Cyclobutoxy-6-fluoro-4-{6-[2-(4-fluoro-2,7-dimethyl-benzo[b]thiophen-3-yl)-ethylamino]-pyrimidin-4-yl}-benzoic acid